16-thia-2,4,5,8-tetraazatetracyclo[8.6.0.02,6.011,15]hexadeca-1(10),3,5,8,11(15)-penta-ene-13-carboxylic acid ethyl ester C(C)OC(=O)C1CC=2C=3C=NCC4=NN=CN4C3SC2C1